(S)-3-(4-(5-(4-acetamidophenyl)-1,2,4-oxadiazol-3-yl)phenyl)-2-aminopropanoic acid C(C)(=O)NC1=CC=C(C=C1)C1=NC(=NO1)C1=CC=C(C=C1)C[C@@H](C(=O)O)N